(2-((2-methoxyphenyl)amino)-6-(phenylcarbamoyl)pyridin-4-yl)carbamic acid tert-butyl ester C(C)(C)(C)OC(NC1=CC(=NC(=C1)C(NC1=CC=CC=C1)=O)NC1=C(C=CC=C1)OC)=O